NC(CCNC(CCN1C(CC1)C(=O)O)C(=O)O)C(=O)O N-(N-(3-amino-3-carboxypropyl)-3-amino-3-carboxypropyl)azetidine-2-carboxylic acid